(E)-3-((3-((E)-4-((4-hydroxy-4-methylpiperidin-1-yl)methyl)styryl)-1H-indazol-6-yl)methylene)-4-phenylpyrrolidin-2-one trifluoroacetate FC(C(=O)O)(F)F.OC1(CCN(CC1)CC1=CC=C(/C=C/C2=NNC3=CC(=CC=C23)\C=C/2\C(NCC2C2=CC=CC=C2)=O)C=C1)C